2,3-dichloro-N-(4,3-dimethylbenzyl)maleimide ClC=1C(=O)N(C(C1Cl)=O)CC1=CC(=C(C=C1)C)C